COCC1=C(C=CC=C1)C=1NC2=CC=C(C=C2C1C)CNC(OC(C)(C)C)=O tert-butyl ((2-(2-(methoxymethyl)phenyl)-3-methyl-1H-indol-5-yl)methyl)carbamate